COC(N[C@H](C(=O)NC=1C(N(C=CC1)CC1=NC2=C(N1)C=CC=C2C(C(C)(C)O)(F)F)=O)CC\C=C\C(=O)N(C)C)=O (S,E)-methyl(1-((1-((4-(1,1-difluoro-2-hydroxy-2-methylpropyl)-1H-benzo[d]imidazol-2-yl)methyl)-2-oxo-1,2-dihydropyridin-3-yl)amino)-7-(dimethylamino)-1,7-dioxohept-5-en-2-yl)carbamate